3-({5-methyl-4-[(3-fluorobenzyl)amino]pyrimidin-2-yl}amino)-N-(piperidin-3-yl)benzamide CC=1C(=NC(=NC1)NC=1C=C(C(=O)NC2CNCCC2)C=CC1)NCC1=CC(=CC=C1)F